tert-butyl (3S,4S)-4-((4-(3-(6-(benzyloxy)-2-hydroxypyridin-3-yl)-5-fluoro-1-methyl-1H-indazol-6-yl)piperazin-1-yl)methyl)-3-methylpiperidine-1-carboxylate C(C1=CC=CC=C1)OC1=CC=C(C(=N1)O)C1=NN(C2=CC(=C(C=C12)F)N1CCN(CC1)C[C@@H]1[C@@H](CN(CC1)C(=O)OC(C)(C)C)C)C